ClC1=C(C=C(C=N1)S(=O)(=O)N1CC2(C1)CN(C2)C2CCOCC2)C(F)(F)F 2-((6-chloro-5-(trifluoromethyl)pyridin-3-yl)sulfonyl)-6-(tetrahydro-2H-pyran-4-yl)-2,6-diazaspiro[3.3]heptane